C(C1=CC=CC=C1)N1C2=C(N(C3=C(C1=O)C=CC=C3)CCCCN(C(=O)OC(C)(C)C)C(=O)OC(C)(C)C)C=C(C=C2)Cl di-tert-Butyl {4-[10-benzyl-7-chloro-11-oxo-10,11-dihydro-5H-dibenzo[b,e][1,4]diazepin-5-yl]butyl}imidodicarbonate